BrC=1C=CC(=C(C1)NCCC(=O)O)OC 3-((5-bromo-2-methoxyphenyl)amino)propionic acid